(3R,4R)-4-(2-chlorophenyl)-1-(2,2-difluoroethyl)pyrrolidine-3-carboxylic acid ClC1=C(C=CC=C1)[C@H]1[C@H](CN(C1)CC(F)F)C(=O)O